(S)-3-(trifluoromethoxy)pyrrolidine FC(O[C@@H]1CNCC1)(F)F